(S)-2-(2-amino-5-(tert-butoxy)-5-oxopentyl)-1,2,3,4-tetrahydroisoquinoline-6-carboxylic acid N[C@H](CN1CC2=CC=C(C=C2CC1)C(=O)O)CCC(=O)OC(C)(C)C